N=1C=NN2C1C(=NC=C2)N2CCC(CC2)(C(=O)N2C[C@H]1OC3=C([C@@H]2C1)C=NC=C3C#N)F (2S,5S)-4-(1-([1,2,4]triazolo[1,5-a]pyrazin-8-yl)-4-fluoropiperidine-4-carbonyl)-2,3,4,5-tetrahydro-2,5-methanopyrido[3,4-f][1,4]oxazepine-9-carbonitrile